3-(5-chloro-2-hydroxy-3-(4-methylbenzoyl-oxy)benzylideneamino)-benzoic acid ClC=1C=C(C(=C(C=NC=2C=C(C(=O)O)C=CC2)C1)O)OC(C1=CC=C(C=C1)C)=O